ClC1=CC(=NC=C1)C(F)F 4-chloro-2-difluoromethyl-pyridine